2-((2-(phenethylamino)quinazolin-4-yl)amino)ethan-1-ol C(CC1=CC=CC=C1)NC1=NC2=CC=CC=C2C(=N1)NCCO